6-(1-methyl-1H-pyrazol-4-yl)-1-(benzenesulfonyl)-1H-pyrrolo[3,2-c]pyridine CN1N=CC(=C1)C1=CC2=C(C=N1)C=CN2S(=O)(=O)C2=CC=CC=C2